CN(C(=O)NC)[C@H](C)C1=CNC(C2=CC=CC=C12)=O (R)-1,3-dimethyl-1-(1-(1-oxo-1,2-dihydroisoquinolin-4-yl)ethyl)urea